Cl.Cl.FC=1C(=C(C=C(C1)C(C)C)C(C(=O)OCC)N1C[C@@H](CC1)NCCCCCC1=NC=2NCCCC2C=C1)OC ethyl 2-(3-fluoro-5-isopropyl-2-methoxyphenyl)-2-((R)-3-((5-(5,6,7,8-tetrahydro-1,8-naphthyridin-2-yl)pentyl)amino)pyrrolidin-1-yl)acetate dihydrochloride